4-[4-[4-(4-hydroxyphenyl)piperazin-1-yl]phenyl]-2-[(2S,3S)-2-phenylmethoxypentan-3-yl]-1,2,4-triazol-3-one OC1=CC=C(C=C1)N1CCN(CC1)C1=CC=C(C=C1)N1C(N(N=C1)[C@H]([C@H](C)OCC1=CC=CC=C1)CC)=O